CN1C(NN=C1)=S 4-methyl-2,4-dihydro-3H-1,2,4-triazole-3-thione